3β-Hydroxy-17-(1H-benzimidazol-1-yl)-16-((isopentylamino)methyl)-androsta-5,16-diene O[C@@H]1CC2=CC[C@H]3[C@@H]4CC(=C([C@@]4(C)CC[C@@H]3[C@]2(CC1)C)N1C=NC2=C1C=CC=C2)CNCCC(C)C